Sodium N-(2-methoxy-4-nitrophenyl)sulfamate COC1=C(C=CC(=C1)[N+](=O)[O-])NS([O-])(=O)=O.[Na+]